(R)-6-(5-fluoropyridin-2-yl)-N-(1-(2-(trifluoromethyl)pyrimidin-5-yl)ethyl)pyrido[2,3-d]pyrimidin-4-amine FC=1C=CC(=NC1)C1=CC2=C(N=CN=C2N[C@H](C)C=2C=NC(=NC2)C(F)(F)F)N=C1